4-(8-bromo-7-fluoroquinolin-2-yl)-1,4-oxaazepane BrC=1C(=CC=C2C=CC(=NC12)N1CCOCCC1)F